O=C1N(CCC1)C1=CC=C(C=C1)S(=O)(=O)N1CC(OCC1)C1=C(SC2=C1C=CC=C2)C(=O)N [4-[4-(2-oxopyrrolidin-1-yl)phenyl]sulfonylmorpholin-2-yl]benzothiophene-2-carboxamide